1-(3-(2-(5-methyl-1H-indazol-4-yl)-1H-indol-6-yl)azetidin-1-yl)prop-2-en-1-one CC=1C(=C2C=NNC2=CC1)C=1NC2=CC(=CC=C2C1)C1CN(C1)C(C=C)=O